C(C(=C)C)(=O)OC(C)OCCOC1=C(C=CC=C1)C=1C2=C(OCC1)C=1C=CC=CC1C1=C2CC2=CC=CC=C21 2-(2-(1-methacryloyloxyethoxy)ethoxy)phenyl-3H,13H-indeno[2',3':3,4]naphtho[1,2-b]pyran